NC(CNCCC[Si](OC)(OC)OC)CCCC N-(2-aminohexyl)-aminopropyltrimethoxysilane